BrC1=C(SC(=C1Br)I)I 3,4-dibromo-2,5-diiodothiophene